FC1=C(COC2=C(C(=C(C(=C2F)F)F)F)S(=O)(=O)N(C)C)C=CC(=C1)F 2-((2,4-difluorobenzyl)oxy)-3,4,5,6-tetrafluoro-N,N-dimethylbenzenesulfonamide